Cl.Cl.CN(C=1SC2=C(N=NC(=C2)C2=C(C=C(C=C2)C=2C=NNC2)O)N1)C1CC(C1)NC 2-(6-{Methyl-[(1s,3s)-3-(methylamino)cyclobutyl]amino}[1,3]thiazolo[4,5-c]pyridazin-3-yl)-5-(1H-pyrazol-4-yl)phenol-Dihydrochlorid